(2S,4R)-1-(L-alanyl)-4-hydroxy-N-((R)-1-(4-(4-methylthiazol-5-yl)phenyl)ethyl)pyrrolidine-2-carboxamide N[C@@H](C)C(=O)N1[C@@H](C[C@H](C1)O)C(=O)N[C@H](C)C1=CC=C(C=C1)C1=C(N=CS1)C